C(C)(C)(C)N(C(O)=O)C1CCN(CC1)C=1C2=C(N=C(N1)Cl)C=CS2.SCCC2=C(C(=C(C=C2)CCS)CCS)CCS 1,2,3,4-tetra(2-mercaptoethyl)benzene tert-butyl-(1-(2-chlorothieno[3,2-d]pyrimidin-4-yl)piperidin-4-yl)carbamate